FC(S(=O)(=O)O)(F)F.CN1CC2=C(C=CC=C2C=C1C=1SC(=CN1)C)OC 2-methyl-3-(5-methylthiazol-2-yl)-8-methoxyisoquinoline trifluoromethanesulfonate